[Fe].[Sm] samarium Iron